BrC1=C(OC(C)C=2C=C(C=C3C(C(=C(OC23)N2CCC(CC2)(C)C)C)=O)C)C=CC=C1F 8-[1-(2-bromo-3-fluoro-phenoxy)ethyl]-2-(4,4-dimethyl-1-piperidyl)-3,6-dimethyl-chromen-4-one